OC=1C(C=CN2N([C@H]3N(C(C21)=O)CCOC3)[C@@H](C3=C(C=CC=C3)SC)C3=CC(=C(C=C3)F)F)=O (12aR)-7-Hydroxy-12-[(R)-(3,4-difluorophenyl)(2-methylsulfanylphenyl)methyl]-3,4,12,12a-tetrahydro-1H-[1,4]oxazino[3,4-c]pyrido[2,1-f][1,2,4]triazin-6,8-dion